hexahydro[1,3]-oxazolo[3,2-a]pyrido[1,2-d]pyrazine-8-carboxamide O1CCN2C1=CN1C(C2)CCC(=C1)C(=O)N